ClC=1C=CC=2N(N1)C=C(N2)C(=O)OC Methyl 6-chloroimidazo[1,2-b]pyridazine-2-carboxylate